ClCC(=O)N1[C@@H](C=2NC3=CC=CC=C3C2C[C@@H]1C(=O)OC)C1=CC=C(C=C1)C(=O)OCC1=CC=CC=C1 methyl (1R,3R)-2-(2-chloroacetyl)-1-(4-(benzyloxycarbonyl) phenyl)-2,3,4,9-tetrahydro-1H-pyrido[3,4-b]indole-3-carboxylate